(NE)-N-[(5-chloro-2-methoxyphenyl)methylidene]hydroxylamine ClC=1C=CC(=C(C1)\C=N\O)OC